C(N)(=O)C=1C=C(C=CC1)C=1SC(=CN1)CNC(=O)C1=CC2=C(S(C3=C(C(N2)=O)C=CC=C3)(=O)=O)C=C1 N-((2-(3-carbamoylphenyl)thiazol-5-yl)methyl)-11-oxo-10,11-dihydrodibenzo[b,f][1,4]thiazepine-8-carboxamide 5,5-dioxide